2-cyclohexene-1,2-dicarboxylic acid dibutyl ester C(CCC)OC(=O)C1C(=CCCC1)C(=O)OCCCC